O=C1NC(CCC1N1C(N(C2=C1C=CC(=C2)CCCN(C(OC(C)(C)C)=O)C)C)=O)=O tert-butyl N-[3-[1-(2,6-dioxo-3-piperidyl)-3-methyl-2-oxo-benzimidazol-5-yl]propyl]-N-methyl-carbamate